2-[(DIMETHYLAMINO)METHYL]-2-ETHYLBUTANAL CN(C)CC(C=O)(CC)CC